ClC(C)(C)C1=CC=C(C=C1)C(C)(C)Cl 1,4-bis(2-chloro-2-propyl)benzene